C(CCC)N Butanamin